C(C)(C)(C)OC(=O)N1CC(CCC1)COC1=CC=C(C=C1)C1CCNCC1 3-[4-(piperidin-4-yl)phenoxymethyl]piperidine-1-carboxylic acid tert-butyl ester